4-((2,4-dimethoxyphenyl)amino)-N-(2,6-dimethylphenyl)-2-((3-fluoro-4-(4-methylpiperazin-1-yl)phenyl)amino)pyrimidine-5-carboxamide COC1=C(C=CC(=C1)OC)NC1=NC(=NC=C1C(=O)NC1=C(C=CC=C1C)C)NC1=CC(=C(C=C1)N1CCN(CC1)C)F